C1(CC1)NC(C1=C(C=C(C=C1OC)C1=CN=C2N1C=CC(=C2)OCC2CC(C2)(F)F)OC(F)F)=O N-cyclopropyl-4-[7-[(3,3-difluorocyclobutyl)methoxy]imidazo[1,2-a]pyridin-3-yl]-2-(difluoromethoxy)-6-methoxy-benzamide